Tert-butyl 6-(bromomethyl)pyrimidine-4-carboxylate BrCC1=CC(=NC=N1)C(=O)OC(C)(C)C